OCC[C@H](C)N1N=C(C=2C=NC(=CC21)NC2=NC(=NC=C2)C2=C(N(N=C2)C)O)C2=CC(=CC=C2)OCCN2CCOCC2 4-[4-[[1-[(1S)-3-hydroxy-1-methyl-propyl]-3-[3-(2-morpholinoethoxy)phenyl]-pyrazolo[4,3-c]pyridin-6-yl]amino]pyrimidin-2-yl]-2-methyl-pyrazol-3-ol